(S)-1-((2-chloro-6-(quinolin-4-yl)pyridin-3-yl)oxy)-2,4-dimethylpentan-2-amine ClC1=NC(=CC=C1OC[C@](CC(C)C)(N)C)C1=CC=NC2=CC=CC=C12